3-(2-(7-(2-amino-6-fluorophenyl)-6-fluoro-2,4-dioxo-3,4-dihydropyrido[2,3-d]pyrimidin-1(2H)-yl)-3-isopropyl-phenyl)propanoic acid NC1=C(C(=CC=C1)F)C=1C(=CC2=C(N(C(NC2=O)=O)C2=C(C=CC=C2C(C)C)CCC(=O)O)N1)F